C(CCCCCCCCCCCCCCCCC)(=O)NCCS(=O)(=O)O.[Na] sodium stearoyl-taurine